C(C)C=1C=NN(C1)C1(CN(C1)C=1C=2N(C=CC1)N=C(N2)NC=2C=NN(C2)CC(=O)N2CCC(CC2)CN2CCOCC2)CC#N 2-[3-(4-ethylpyrazol-1-yl)-1-[2-[[1-[2-[4-(morpholinomethyl)-1-piperidyl]-2-oxoethyl]pyrazol-4-yl]amino]-[1,2,4]triazolo[1,5-a]pyridin-8-yl]azetidin-3-yl]acetonitrile